OC[C@H](CC(CNC(OC(C)(C)C)=O)O[Si](C(C)C)(C(C)C)C(C)C)NC(OC(C)(C)C)=O di-tert-butyl ((4S)-5-hydroxy-2-((triisopropylsilyl)oxy)pentane-1,4-diyl)dicarbamate